OCC12C(C3CCC4C5(CCC(C(C5CCC4(C3(CC1)C)C)(C)C)O)C)C(CC2)C(=C)C 3a-(hydroxymethyl)-5a,5b,8,8,11a-pentamethyl-1-(prop-1-en-2-yl)icosahydro-1H-cyclopenta[a]chrysen-9-ol